tert-butyl 1-(3-aminopropyl)-6-chloro-3-{3-[(6-fluoronaphthalen-1-yl)oxy]propyl}-7-(1,3,5-trimethyl-1H-pyrazol-4-yl)-1H-indole-2-carboxylate hydrochloride Cl.NCCCN1C(=C(C2=CC=C(C(=C12)C=1C(=NN(C1C)C)C)Cl)CCCOC1=CC=CC2=CC(=CC=C12)F)C(=O)OC(C)(C)C